N-(3-((diethylamino)methyl)-4-hydroxyphenyl)acetamide C(C)N(CC)CC=1C=C(C=CC1O)NC(C)=O